5-(2-(2-fluoro-5-methoxy-4-methylphenylamino)-5-methylpyrimidin-4-ylamino)benzo[d]oxazol-2(3H)-one trifluoroacetate salt FC(C(=O)O)(F)F.FC1=C(C=C(C(=C1)C)OC)NC1=NC=C(C(=N1)NC=1C=CC2=C(NC(O2)=O)C1)C